(1S,2S,3S,6R)-6-((cyclohexylmethyl)amino)-4-(fluoromethyl)cyclohex-4-ene-1,2,3-triol succinate C(CCC(=O)O)(=O)O.C1(CCCCC1)CN[C@@H]1C=C([C@@H]([C@@H]([C@H]1O)O)O)CF